C1(CC1)N1N=C(C=C1)C(=N)NC1=C(C=CC=C1CC)CC 1-cyclopropyl-N-(2,6-diethylphenyl)-1H-pyrazole-3-carboxamidine